CN1N=C2C(=C1S(=O)(=O)N1CC3(C1)CN(C3)C3CCOCC3)CCC2 2-methyl-3-((6-(tetrahydro-2H-pyran-4-yl)-2,6-diazaspiro[3.3]heptan-2-yl)sulfonyl)-2,4,5,6-tetrahydrocyclopenta[c]pyrazole